(2s,3s,4r,5r)-5-(2-(5-ethylpyridin-3-yl)-6-((methyl-d3)-amino)-9H-purin-9-yl)-3,4-dihydroxy-N-(methyl-d3)-tetrahydrofuran-2-carboxamide C(C)C=1C=C(C=NC1)C1=NC(=C2N=CN(C2=N1)[C@H]1[C@@H]([C@@H]([C@H](O1)C(=O)NC([2H])([2H])[2H])O)O)NC([2H])([2H])[2H]